N1C=CC2=CC=C(C=C12)B(O)O 1H-indole-6-boronic acid